3-tert-butyldimethylsilyloxy-estra-1,3,5(10)-triene [Si](C)(C)(C(C)(C)C)OC1=CC=2CC[C@H]3[C@@H]4CCC[C@@]4(C)CC[C@@H]3C2C=C1